(R)-1-(2-aminopyridin-4-yl)-6-chloro-7-(2-(((3-chloro-6-(dimethylamino)pyridin-2-yl)oxy)methyl)pyrrolidin-1-yl)-4-oxo-1,4-dihydroquinoline-3-carboxylic acid NC1=NC=CC(=C1)N1C=C(C(C2=CC(=C(C=C12)N1[C@H](CCC1)COC1=NC(=CC=C1Cl)N(C)C)Cl)=O)C(=O)O